FC1(CCN(CC1)C=1C=C(C=2N(C1)N=CC2C#N)C=2C=NC(=CC2)N(C)[C@@H](C)C=2C=NC(=CC2)N2N=CC(=C2)F)F (S)-6-(4,4-difluoropiperidin-1-yl)-4-(6-((1-(6-(4-fluoro-1H-pyrazol-1-yl)pyridine-3-yl)ethyl)(methyl)amino)pyridin-3-yl)pyrazolo[1,5-a]pyridine-3-carbonitrile